C(C1=CC=CC=C1)N1N=N[C-](C1)C1=CC=CC=C1 1-benzyl-4-phenyl-1H-1,2,3-triazolide